3-hydroxy-N,N,1-trimethylcyclobutane-1-carboxamide OC1CC(C1)(C(=O)N(C)C)C